n-octylmethyldiethoxysilane CCCCCCCC[Si](C)(OCC)OCC